CNC=1C(C(=O)O)=CC=C(C1)C methyl-4-methylanthranilic acid